propyl para-hydroxybenzoate sodium benzoate C(C1=CC=CC=C1)(=O)[O-].[Na+].OC1=CC=C(C(=O)OCCC)C=C1